C(#C)C1=C(C(=CC=2CN3[C@@H](COC21)CN(CC3)C(C=C)=O)F)C3=C(C=CC=C3C)O 1-[(12aR)-10-Ethynyl-8-fluoro-9-(2-hydroxy-6-methylphenyl)-3,4,12,12a-tetrahydro-6H-pyrazino[2,1-c][1,4]benzoxazepin-2(1H)-yl]prop-2-en-1-one